N1C=C(C2=CC=CC=C12)CC(CC=C(C)C)N 1-(1H-indol-3-yl)-5-methyl-4-hexene-2-amine